N1C(=NC2=C1C=CC=C2)CN (1H-benzo[d]imidazol-2-yl)methylamine